C(C)OC([C@@H](NC(=O)OCC)CCCCNC(=O)OCC)=O N,N'-bis(ethoxycarbonyl)lysine ethyl ester